4-(2-cyanopropan-2-yl)-N-(3-(7-((4-methoxybenzyl)(methyl)amino)-1,6-naphthyridin-3-yl)-4-methylphenyl)picolinamide C(#N)C(C)(C)C1=CC(=NC=C1)C(=O)NC1=CC(=C(C=C1)C)C=1C=NC2=CC(=NC=C2C1)N(C)CC1=CC=C(C=C1)OC